Ethyl 6H-furo[2,3-b]pyrrole-5-carboxylate O1C=CC2=C1NC(=C2)C(=O)OCC